DIHYDROANETHOLE aminoethyl-glutarate NCCOC(CCCC(=O)O)=O.C1(CC=C(C=CC)C=C1)OC